C(C)(C)(C)OC(C1=NC(=CC=C1C1=CN(C2=CN=CC=C21)CC2=CC=CC=C2)N2CC1=C(C=CC=C1CC2)C(NC=2SC1=C(N2)C=CC=C1)=O)=O 6-(8-(benzo[d]thiazol-2-ylcarbamoyl)-3,4-dihydroisoquinolin-2(1H)-yl)-3-(1-benzyl-1H-pyrrolo[2,3-c]pyridin-3-yl)picolinic acid tert-butyl ester